(S)-2-((4-((2-(1-amino-1,3-dihydrospiro[indene-2,4'-piperidin]-1'-yl)pyrido[2,3-b]pyrazin-6-yl)thio)-3-chloropyridin-2-yl)amino)ethan-1-ol N[C@@H]1C2=CC=CC=C2CC12CCN(CC2)C=2N=C1C(=NC2)N=C(C=C1)SC1=C(C(=NC=C1)NCCO)Cl